N[C@H]1CN(C[C@@H]1C(F)(F)F)C(=O)OC(C)(C)C (3R,4S)-tert-butyl 3-amino-4-(trifluoromethyl)pyrrolidine-1-carboxylate